FC1=C(C=C(C(=C1)N1CCCCC1)[N+](=O)[O-])CC(=O)N1CCOCC1 2-(2-fluoro-5-nitro-4-(piperidin-1-yl)phenyl)-1-morpholinoethane-1-one